tert-Butyl 4,7-dimethylbenzofuran-2-carboxylate CC1=CC=C(C2=C1C=C(O2)C(=O)OC(C)(C)C)C